di-benzyl-aluminum hydride C(C1=CC=CC=C1)[AlH]CC1=CC=CC=C1